C(C)SC1=NC(NC(N1CC1=C(C=C(C(=C1)F)F)F)=O)=O 6-ethylthio-1-(2,4,5-trifluorobenzyl)-1,3,5-triazine-2,4(1H,3H)-dione